3-(pyrrolidin-3-yl)-3,4-dihydro-5H-pyrazolo[3,4-c]isoquinolin-5-one N1CC(CC1)N1N=CC2=C1NC(C=1C=CC=CC21)=O